[6-(2,2,2-trifluoroethoxy)-3-pyridinyl]Boric acid FC(COC1=CC=C(C=N1)OB(O)O)(F)F